tert-Butyl N-[6-benzyloxy-12-methyl-13-oxo-6,15-bis(trifluoromethyl)-19-oxa-3,4,12,18-tetrazatricyclo[12.3.1.12,5]nonadeca-1(17),2,4,8,14(18),15-hexaen-17-yl]carbamate C(C1=CC=CC=C1)OC1(C2=NN=C(C3=C(C=C(C(C(N(CCC=CC1)C)=O)=N3)C(F)(F)F)NC(OC(C)(C)C)=O)O2)C(F)(F)F